1-(2-chlorophenyl)-4-((cyclopropylmethyl)amino)-2-oxo-7-(trifluoromethyl)-1,2-dihydroquinoline-3-carboxylic acid methyl ester COC(=O)C=1C(N(C2=CC(=CC=C2C1NCC1CC1)C(F)(F)F)C1=C(C=CC=C1)Cl)=O